2-carboxy-N-(2-hydroxyethyl)-N,N-dimethylprop-2-en-1-aminium C(=O)(O)C(C[N+](C)(C)CCO)=C